C(C)(C)(C)OC(=O)N1[C@H]([C@@H](C[C@H]1CO)O[Si](C)(C)C(C)(C)C)C (2S,3R,5S)-3-[(tert-Butyldimethylsilyl)oxy]-5-(hydroxymethyl)-2-methylpyrrolidine-1-carboxylic acid tert-butyl ester